NC1CCC(CC1)C1C(CCCC1)(N)N 4-aminocyclohexyl-cyclohexanediamine